C(C)OC(=O)C=1N=CNC1 imidazole-4-carboxylic acid ethyl ester